3H-imidazo[4,5-b]pyridin-2-one N1C(NC2=NC=CC=C21)=O